CC1=C(C(NC(=C1)C)=O)CC1CC(CCC1[C@]1(OC=2C(=C(C=3CCNC(C3C2C)=O)C=2OC=CC2)O1)C)N(C)C (S)-6-((4,6-dimethyl-2-oxo-1,2-dihydropyridin-3-yl)methyl)-2-trans-4-(dimethylamino)cyclohexyl-9-(furan-2-yl)-2,4-dimethyl-7,8-dihydro-[1,3]Dioxolano[4,5-g]Isoquinolin-5(6H)-one